(1R,2R)-N-(2-Methyl-4-oxo-4,5,6,7-tetrahydropyrazolo[1,5-a]pyrazin-3-yl)-2-[4-(5-methyl-1H-pyrazol-3-yl)benzoyl]cyclohexanecarboxamide CC1=NN2C(C(NCC2)=O)=C1NC(=O)[C@H]1[C@@H](CCCC1)C(C1=CC=C(C=C1)C1=NNC(=C1)C)=O